Methyl (1R,2R,3aS,10aR)-2-hydroxy-5-methyl-1-[(1E,4S)-7,8,8-trifluoro-4-hydroxy-4-methyl-1,7-octadien-1-yl]-2,3,3a,9,10,10a-hexahydro-1H-benzo[b]cyclopenta[f]oxepin-6-carboxylate O[C@@H]1C[C@H]2[C@H](CCC3=C(O2)C(=C(C=C3)C(=O)OC)C)[C@H]1\C=C\C[C@@](CCC(=C(F)F)F)(C)O